CN1N=CC(=C1C(F)(F)F)C(=O)NC1CCC(CC1)NC1=CC=CC=2N1C=C(N2)C(F)(F)F 1-methyl-N-[(1s,4s)-4-{[2-(trifluoromethyl)imidazo[1,2-a]pyridin-5-yl]amino}cyclohexyl]-5-(trifluoromethyl)-1H-pyrazole-4-carboxamide